(3-methoxyphenyl)-2-(3-adamantyl-1,2,4-oxadiazol-5-yl)ethane COC=1C=C(C=CC1)CCC1=NC(=NO1)C12CC3CC(CC(C1)C3)C2